FC(C=1C=NC(=NC1)C1=NOC(=N1)C12CCC(CC1)(CC2)CNC(OC(C)(C)C)=O)(F)F tert-butyl [(4-{3-[5-(trifluoromethyl)pyrimidin-2-yl]-1,2,4-oxadiazol-5-yl}bicyclo[2.2.2]octan-1-yl)methyl]carbamate